1-(4-(1-(5-methoxy-2-(1-methyl-1H-pyrazol-4-yl)-4-nitrophenyl)piperidin-4-yl)piperazin-1-yl)-2-(piperidin-4-yl)ethan-1-one COC=1C(=CC(=C(C1)N1CCC(CC1)N1CCN(CC1)C(CC1CCNCC1)=O)C=1C=NN(C1)C)[N+](=O)[O-]